2-[[(PHENYL)IMINO]METHYL]-4-NITRO-PHENOL C1(=CC=CC=C1)N=CC1=C(C=CC(=C1)[N+](=O)[O-])O